BrC1=CC2=C(NC(N2C)=O)C=C1 5-bromo-3-methyl-1H-benzimidazol-2-one